C1(CC1)C1=CC2=C(C(N(N=C2C)CC(=O)OC(C)(C)C)=O)S1 Tert-butyl 2-(2-cyclopropyl-4-methyl-7-oxo-thieno[2,3-d]pyridazin-6-yl)acetate